6-[1-[4-nitro-2-(trifluoromethyl)phenyl]-3,6-dihydro-2H-pyridin-4-yl]-3,4-dihydro-1H-isoquinoline-2-carboxylic acid benzyl ester C(C1=CC=CC=C1)OC(=O)N1CC2=CC=C(C=C2CC1)C=1CCN(CC1)C1=C(C=C(C=C1)[N+](=O)[O-])C(F)(F)F